N-((1r,4r)-4-(4-acetylpiperazin-1-yl)cyclohexyl)-1-(2-chlorophenyl)-3-methyl-1H-thieno[2,3-c]pyrazole-5-carboxamide C(C)(=O)N1CCN(CC1)C1CCC(CC1)NC(=O)C1=CC2=C(N(N=C2C)C2=C(C=CC=C2)Cl)S1